NCC=1C=C2CN(C(C2=CC1)=O)C1C(NC(CC1)=O)=O 3-[5-(aminomethyl)-1-oxo-2,3-dihydro-1H-isoindol-2-yl]piperidine-2,6-dione